1-(1-(2-(tetrahydro-1H-furo[3,4-c]pyrrol-5(3H)-yl)-4-(trifluoromethyl)benzyl)-1,8-diazaspiro[4.5]decane-8-carbonyl)-1H-pyrazole-3-carboxylic acid C1OCC2C1CN(C2)C2=C(CN1CCCC13CCN(CC3)C(=O)N3N=C(C=C3)C(=O)O)C=CC(=C2)C(F)(F)F